C(C1CO1)N1C(C=2C(C1=O)=CC=CC2)=O N-(2,3-epoxypropyl)-phthalimide